tert-butyl N-[3-ethylsulfonyl-7-(2,2,2-trifluoroethoxy)imidazo[1,2-a]pyridin-2-yl]carbamate C(C)S(=O)(=O)C1=C(N=C2N1C=CC(=C2)OCC(F)(F)F)NC(OC(C)(C)C)=O